ClC=1C=CC(=NC1)C1=CN=C(O1)NC=1C=CC(=NC1)C#N 5-((5-(5-Chloropyridin-2-yl)oxazol-2-yl)amino)picolinonitrile